[Zn].C(C)C1=C(C=2C=C3C(=C(C(=CC=4[C@H]([C@@H](C(=C(C5=CC(=C(N5)C=C1N2)C)C)N4)CCC(=O)N(C)CCOCCO)C)N3)C)C=C)C 3-((7S,8S)-18-ethyl-2,5,8,12,17-pentamethyl-13-vinyl-7H,8H-porphyrin-7-yl)-N-(2-(2-hydroxyethoxy)ethyl)-N-methylpropanamide zinc